(R)-3-(6-chloro-2-((R)-2-methylmorpholine-4-carbonyl)-1,2,3,4-tetrahydroisoquinolin-8-yl)morpholine-4-carboxylic acid tert-butyl ester C(C)(C)(C)OC(=O)N1[C@@H](COCC1)C=1C=C(C=C2CCN(CC12)C(=O)N1C[C@H](OCC1)C)Cl